3-(bis(2-ethylhexyl)amino)-1-phenylpropan-1-one C(C)C(CN(CCC(=O)C1=CC=CC=C1)CC(CCCC)CC)CCCC